1-(tert-butyl) 3-(1,3-dioxoisoindol-2-yl) azetidine-1,3-dicarboxylate N1(CC(C1)C(=O)ON1C(C2=CC=CC=C2C1=O)=O)C(=O)OC(C)(C)C